C1(=CC=CC=C1)CCCCC1=CC=C(C=C)C=C1 4-(phenyl-butyl)styrene